dimethyldibutyl-ammonium fluoride [F-].C[N+](CCCC)(CCCC)C